ClCC=1C=C2C=3N([C@@H](C(NC3C1)=O)C)C=C2 (R)-8-(chloromethyl)-3-methyl-1H-pyrrolo[1,2,3-de]quinoxalin-2(3H)-one